C1(=CC=CC=2OC3=C(C21)C=CC=C3)C3=C(C=CC=C3)C3=C(C2=CC1=CC=CC=C1C=C2C=C3)C3=C(C=CC=C3)C3=COC=2C3=CC=C3C2C=CC2=CC=CC=C23 [(dibenzofuranyl)phenyl][(naphthobenzofuranyl)phenyl]anthracene